4-[2-tert-butoxy-6-[2-(trifluoromethyl)-1-piperidinyl]-4-pyridinyl]pyridin-2-amine C(C)(C)(C)OC1=NC(=CC(=C1)C1=CC(=NC=C1)N)N1C(CCCC1)C(F)(F)F